isopropyl ((((R,S)-(2R,3R,4R,5R)-5-(2-amino-6-(N-methyl-propylamino)-9H-purin-9-yl)-4-fluoro-3-hydroxy-4-methyltetrahydrofuran-2-yl)methoxy)-phenoxy-phosphoryl)-L-alaninate NC1=NC(=C2N=CN(C2=N1)[C@H]1[C@]([C@@H]([C@H](O1)COP(=O)(OC1=CC=CC=C1)N[C@@H](C)C(=O)OC(C)C)O)(C)F)N(C)CCC